5-[1,2]Dithiolan-3-yl-pentanoic acid (5-[1,2]dithiolan-3-yl-pentanoyl-hydroxy-amide) S1SC(CC1)CCCCC(=O)N(C(CCCCC1SSCC1)=O)O